(S)-5-((5-(1-amino-1,3-dihydro-spiro[inden-2,4'-piperidin]-1'-yl)imidazo[1,2-c]pyrimidin-8-yl)thio)-6-chloro-1-methylpyridin-2(1H)-one N[C@@H]1C2=CC=CC=C2CC12CCN(CC2)C2=NC=C(C=1N2C=CN1)SC=1C=CC(N(C1Cl)C)=O